2-fluoro-8-[3-(4-methyl-1H-pyrrol-2-yl)-1,2,4-oxadiazol-5-yl]-8,9,10,10a,11,12-hexahydrodipyrido[1,2-a:2',3'-e]azepin-5(7H)-one FC=1C=CC2=C(CCC3N(C2=O)CC(CC3)C3=NC(=NO3)C=3NC=C(C3)C)N1